2-[5-fluoro-2-[4-hydroxy-6-[[(3S)-pyrrolidin-3-yl]methyl]pyrazolo[3,4-d]pyrimidin-1-yl]phenoxy]acetic acid FC=1C=CC(=C(OCC(=O)O)C1)N1N=CC=2C1=NC(=NC2O)C[C@H]2CNCC2